tert-butyl 2-(hexahydro-1H-furo[3,4-c]pyrrole-5-carbonyl)-2,7-diazaspiro[3.5]nonane-7-carboxylate C1OCC2C1CN(C2)C(=O)N2CC1(C2)CCN(CC1)C(=O)OC(C)(C)C